F[C@H]1CN2C=3C(=C(SC3C(N[C@H](C2)COC)=O)C=2C=NNC2)C1 (4R,7R)-4-fluoro-7-(methoxymethyl)-2-(1H-pyrazol-4-yl)-4,5,7,8-tetrahydro-3H-1-thia-5a,8-diazabenzo[cd]azulen-9(6H)-one